1-(2-((tert-butyldimethylsilyl)oxy)ethyl)-3-hydroxy-6-nitro-1,8-naphthyridin-2(1H)-one [Si](C)(C)(C(C)(C)C)OCCN1C(C(=CC2=CC(=CN=C12)[N+](=O)[O-])O)=O